potassium aurous citrate C(CC(O)(C(=O)O)CC(=O)[O-])(=O)[O-].[Au+].[K+]